FC=1C(=C2C=3N(C(CO2)C)C=C(C(C3C1)=O)C(=O)O)N1CCN(CC1)C 9-fluoro-2,3-dihydro-3-methyl-10-(4-methyl-1-piperazinyl)-7-oxo-7H-pyrido[1,2,3-de]-1,4-benzoxazine-6-carboxylic acid